(E)-4-hydroxy-3-methyl-but-2-enyl-pyrophosphate OC/C(=C/COP([O-])(=O)OP(=O)([O-])[O-])/C